1-(4-{3-[(1r,3R,5S,7r)-3,5-Dimethyladamantan-1-yl]ureido}benzoyl)-N-methoxypiperidine-4-carboxamide C[C@]12CC3(CC(C[C@@](C1)(C3)C)C2)NC(NC2=CC=C(C(=O)N3CCC(CC3)C(=O)NOC)C=C2)=O